FC1=C(C(=CC=C1)F)C1=CC(=C(N=N1)C(=O)N)NC1=CC=C(C=C1)OCC 6-(2,6-difluorophenyl)-4-((4-ethoxyphenyl)amino)Pyridazine-3-carboxamide